tert-butyl-dimethyl-[[(5R,6R)-5-methyl-6-(2-methylallyl)-2-methylsulfanyl-6,7-dihydropyrrolo[2,3-d]pyrimidin-5-yl]methoxy]silane C(C)(C)(C)[Si](OC[C@]1([C@H](NC=2N=C(N=CC21)SC)CC(=C)C)C)(C)C